O/N=C(\C)/NC1=CC=C(C(=O)OC=2C=3N(C(=CC2)CC(=O)O)N=CN3)C=C1 (E)-2-(8-(4-(N'-hydroxyacetimidamido)benzoyloxy)-[1,2,4]triazolo[1,5-a]pyridin-5-yl)acetic acid